C1(CC1)[C@@H](C)N1C(=CC=2C1=NC=CC2)C2=NC1=C(N2C)C(=CC(=C1)C(=O)N1C[C@@H](CCC1)N)OC (3R)-1-(2-{1-[(1R)-1-cyclopropylethyl]-1H-pyrrolo[2,3-b]pyridin-2-yl}-7-methoxy-1-methyl-1H-1,3-benzodiazole-5-carbonyl)piperidin-3-amine